ClC(OC1=CC=C(C=C1)NC(=O)C1=CN(C(C=C1)=O)C1=CC2=C(COC2)C=C1)(F)F N-[4-(Chlorodifluoro-methoxy)phenyl]-1-(1,3-dihydro-2-benzofuran-5-yl)-6-oxo-1,6-dihydropyridine-3-carboxamide